(2-(4-bromophenyl)-1-(phenylsulfonyl)-1H-imidazol-4-yl)(3,4,5-trimethoxyphenyl)methanone BrC1=CC=C(C=C1)C=1N(C=C(N1)C(=O)C1=CC(=C(C(=C1)OC)OC)OC)S(=O)(=O)C1=CC=CC=C1